Dihydropyrimidine-2,4,5(3H)-trione N1C(NC(C(C1)=O)=O)=O